1',5'-dimethyl-8'-[[(1R)-1-[3-(1,1-difluoro-2-hydroxy-ethyl)-2-fluoro-phenyl]ethyl]amino]spiro[cyclopentane-1,3'-pyrrolo[2,3-g]phthalazine]-2'-one CN1C(C2(C=3C1=CC=1C(=NN=C(C1C3)C)N[C@H](C)C3=C(C(=CC=C3)C(CO)(F)F)F)CCCC2)=O